NC1CN(C1)C[C@@H](C(=O)N1CCN(CC1)C=1C2=C(N=CN1)[C@@H](C[C@H]2C)O)C2=CC=C(C=C2)Cl (S)-3-(3-aminoazetidin-1-yl)-2-(4-chlorophenyl)-1-(4-((5R,7R)-7-hydroxy-5-methyl-6,7-dihydro-5H-cyclopenta[d]pyrimidin-4-yl)piperazin-1-yl)propan-1-one